C1=CC=C(C=2OC3=C(C21)C=CC=C3)C3=NC2=C(N3C3=C(C=C(C=C3C3=CC=CC=C3)C3=CC=CC=C3)C3=CC=CC=C3)C=CC=C2 2-(dibenzo[b,d]furan-4-yl)-1-(5'-phenyl-[1,1':3',1''-terphenyl]-4'-yl)-1H-benzo[d]imidazole